C(#N)C=1C=CC=C2NC[C@@H](NC12)[C@@H](C1=C(C=CC=C1)F)NC[C@H](C)C=1C=C(C=CC1)CC(=O)O |o1:22| 2-(3-((R or S)-1-(((R)-((R)-8-cyano-1,2,3,4-tetrahydroquinoxalin-2-yl)(2-fluorophenyl)methyl)amino)propan-2-yl)phenyl)acetic acid